(6-bromo-7-((2S,5R)-5-ethyl-2-methyl-4-(1-(quinoxalin-6-yl)ethyl)piperazin-1-yl)-4-methyl-5-oxo-4,5-dihydro-2H-pyrazolo[4,3-b]pyridin-2-yl)acetonitrile BrC1=C(C=2C(N(C1=O)C)=CN(N2)CC#N)N2[C@H](CN([C@@H](C2)CC)C(C)C=2C=C1N=CC=NC1=CC2)C